CN(C1=CC(=CC=C1)N)C1CC(C1)CS(=O)(=O)C N1-Methyl-N1-[(1s,3s)-3-(methanesulfonylmethyl)cyclobutyl]benzene-1,3-diamine